Trans-3-(tert-butoxycarbonylamino)-4-hydroxypiperidine-1-carboxylic acid benzyl ester C(C1=CC=CC=C1)OC(=O)N1C[C@H]([C@@H](CC1)O)NC(=O)OC(C)(C)C